ethyl 1-(3-(4-fluorophenyl) cyclopentyl)-1H-pyrazole-4-carboxylate FC1=CC=C(C=C1)C1CC(CC1)N1N=CC(=C1)C(=O)OCC